C(#N)C[C@H]1CN(CCN1)C1=CC(=NC(=N1)OC[C@H]1CN(CCO1)C)C(=O)NC1=CC(=CC2=CC=CC=C12)OC 6-[(3S)-3-(cyanomethyl)piperazin-1-yl]-N-(3-methoxy-1-naphthyl)-2-[[(2R)-4-methylmorpholin-2-yl]methoxy]pyrimidine-4-carboxamide